N1(CCC1)CCC(=O)NC(C(F)F)C1=C(C=CC(=C1)F)F 3-(azetidin-1-yl)-N-(1-(2,5-difluorophenyl)-2,2-difluoroethyl)propanamide